N-[(3R)-1-methylpiperidin-3-yl]-1-[2-(1-methyl-1H-pyrazol-4-yl)-4-(trifluoromethyl)phenyl]pyrido[3,4-d]pyridazin-4-amine formate C(=O)O.CN1C[C@@H](CCC1)NC=1N=NC(=C2C1C=NC=C2)C2=C(C=C(C=C2)C(F)(F)F)C=2C=NN(C2)C